N[C@@H](CN1C(C=2C=C3C(=CC2CC1)N(C(=N3)C=3N(C1=CC=CC=C1C3)CC3CC3)C)=O)C(F)F (S)-6-(2-amino-3,3-difluoropropyl)-2-(1-(cyclopropylmethyl)-1H-indol-2-yl)-1-methyl-1,6,7,8-tetrahydro-5H-imidazo[4,5-g]isoquinolin-5-one